β-fluoro-γ-butyrolactone FC1CC(=O)OC1